(S)-(3-(difluoromethyl)-1-methyl-1H-1,2,4-triazol-5-yl)(4-(4-(trifluoromethyl)pyrazolo[1,5-a]pyridin-2-yl)-6,7-dihydro-1H-imidazo[4,5-c]pyridin-5(4H)-yl)methanone FC(C1=NN(C(=N1)C(=O)N1[C@@H](C2=C(CC1)NC=N2)C2=NN1C(C(=CC=C1)C(F)(F)F)=C2)C)F